5-Chloro-3-methyl-1-phenyl-1H-pyrazole-4-carbaldehyde ClC1=C(C(=NN1C1=CC=CC=C1)C)C=O